(1-(3,4-dimethoxybenzyl)-1H-pyrazol-3-yl)methylamine hydrochloride Cl.COC=1C=C(CN2N=C(C=C2)CN)C=CC1OC